(2r,4S)-2-((1R,5S,6S)-6-(4-(Trifluoromethyl)phenyl)-3-azabicyclo[3.1.0]hexane-3-carbonyl)-5-azaspiro[3.4]octan-6-one FC(C1=CC=C(C=C1)C1[C@@H]2CN(C[C@H]12)C(=O)C1CC2(C1)NC(CC2)=O)(F)F